(E)-2-(6-aminopyridin-3-yl)-3-(3-(2,6-bis(trifluoromethyl)pyridin-4-yl)-1H-1,2,4-triazol-1-yl)acrylamide NC1=CC=C(C=N1)/C(/C(=O)N)=C\N1N=C(N=C1)C1=CC(=NC(=C1)C(F)(F)F)C(F)(F)F